CC1=CC=C(C=C1)S para-toluenethiol